2-(2-((2-(1-butyl-1H-benzo[d]imidazol-2-yl)ethyl)amino)ethyl)-N-((3-methoxypyridin-2-yl)methyl)oxazole-4-carboxamide C(CCC)N1C(=NC2=C1C=CC=C2)CCNCCC=2OC=C(N2)C(=O)NCC2=NC=CC=C2OC